cholesta-5,24-dien-3β-ol-d6 C(C(C([2H])([2H])[2H])=CCC[C@@H](C)[C@H]1CC[C@H]2[C@@H]3CC=C4C[C@H](CC[C@]4(C)[C@H]3CC[C@]12C)O)([2H])([2H])[2H]